2-(5'-(3,4-difluorophenyl)-7'-fluoro-9'-hydroxy-4',4'-dimethyl-2-oxo-4',5'-dihydro-3'H-spiro[piperidine-4,1'-pyrano[4,3-b]indol]-1-yl)acetic acid FC=1C=C(C=CC1F)N1C2=C(C=3C(=CC(=CC13)F)O)C1(OCC2(C)C)CC(N(CC1)CC(=O)O)=O